3-fluoro-5-(1-(oxetan-3-yl)-1H-1,2,3-triazol-4-yl)aniline FC=1C=C(N)C=C(C1)C=1N=NN(C1)C1COC1